FC=1C=CC(=C(C(=O)NC2=CC=C(C(=O)O)C=C2)C1)C 4-(5-fluoro-2-methylbenzamido)benzoic acid